1,3-dimethyl-1H-pyrazole-4-carbohydrazide-hydrochloride Cl.CN1N=C(C(=C1)C(=O)NN)C